CC1=CC=2N(C(=C1)OCC1=CC=C(C=C1)C(F)(F)F)N=CN2 7-methyl-5-[[4-(trifluoromethyl)phenyl]methoxy][1,2,4]triazolo[1,5-a]pyridine